6-(3-Bromo-1-(3-chloropyridin-2-yl)-1H-pyrazole-5-carboxamido)-5-chloro-N-(prop-2-yn-1-yl)pyrazolo[1,5-a]pyridine-7-carboxamide BrC1=NN(C(=C1)C(=O)NC=1C(=CC=2N(C1C(=O)NCC#C)N=CC2)Cl)C2=NC=CC=C2Cl